SCCC(=O)O.C(O)C(CC)(CO)CO trimethylolpropane (3-mercaptopropionate)